C1(CC1)[C@@H]1NC2=C(C(N(C=3C=CC(=CC23)NC2=CC(=NC=C2Cl)N2CC(C(CC2)F)F)C)=O)OCC1(F)F (2S)-2-Cyclopropyl-10-((2-(3,4-difluoropiperidin-1-yl)-5-chloropyridin-4-yl)amino)-3,3-difluoro-7-methyl-1,2,3,4-tetrahydro-[1,4]oxazepino[2,3-c]chinolin-6(7H)-on